C(C)(C)(C)OC(=O)NC/C(/COC=1C=C2CCN(C(C2=CC1)=O)CC(=O)OC)=C\F Methyl 2-[6-[(E)-2-[(tert-butyloxycarbonylamino)methyl]-fluoro-allyloxy]1-oxo-3,4-dihydroisoquinolin-2-yl]acetate